C1(CC1)C(=O)N1CC2=CC(=CC(=C2CC1)[C@H]1NCCC1)C=1C=C2C(=NC1)NC=C2C (S)-cyclopropyl-(7-(3-methyl-1H-pyrrolo[2,3-b]pyridin-5-yl)-5-(pyrrolidin-2-yl)-3,4-dihydroisoquinolin-2(1H)-yl)methanone